8-[(2S,5R)-4-[(3-fluorophenyl)[5-(trifluoromethyl)pyridin-2-yl]methyl]-2,5-dimethylpiperazin-1-yl]-5-methyl-6-oxo-5,6-dihydro-1,5-naphthyridine-2,7-dicarbonitrile FC=1C=C(C=CC1)C(N1C[C@@H](N(C[C@H]1C)C1=C(C(N(C=2C=CC(=NC12)C#N)C)=O)C#N)C)C1=NC=C(C=C1)C(F)(F)F